CN1[C@@H](CCC1)COC1=NC2=CC=CC=C2C=C1CC#N (((S)-1-methylpyrrolidin-2-yl)methoxy)quinoline-3-acetonitrile